5'-(2,6-dichloro-4-nitrophenoxy)-7'-methylspiro[cyclobutane-1,3'-indolin]-2'-one ClC1=C(OC=2C=C3C4(C(NC3=C(C2)C)=O)CCC4)C(=CC(=C1)[N+](=O)[O-])Cl